ClC=1C=CC=2N=CN=C(C2N1)NC1=C(C(=C(C=C1)OC1=CC2=C(N(C=N2)C)C(=C1)F)C)F 6-chloro-N-(2-fluoro-4-((7-fluoro-1-methyl-1H-benzo[d]imidazol-5-yl)oxy)-3-methylphenyl)pyrido[3,2-d]pyrimidin-4-amine